Cl.FC(C1=NN(C(=C1)C(=O)N[C@@H](C)C1=CC(=NO1)C1=CC(=NC=C1)CC)C)F (S)-3-(difluoromethyl)-N-(1-(3-(2-ethylpyridin-4-yl)isoxazol-5-yl)ethyl)-1-methyl-1H-pyrazole-5-carboxamide hydrochloride